3-(4-bromo-2,6-difluoro-phenyl)prop-2-enoic acid ethyl ester C(C)OC(C=CC1=C(C=C(C=C1F)Br)F)=O